BrC1=CC(=CC2=CC(=CC(=C12)Br)C1=CC=CC=C1)C1=CC=CC=C1 1,8-dibromo-3,6-diphenylnaphthalene